O[C@H]([C@H](N)C(=O)O)C(C)C |r| (2S,3S) and (2R,3R)-3-hydroxyleucine